BrC=1C=C(CNC2=CC=C(C=C2)C)C=CC1 N-(3-bromobenzyl)-4-methylaniline